[Na].[K].[Li] Lithium potassium sodium